(1-(6-chloro-3,5-dicyano-4-cyclopropylpyridin-2-yl)piperidin-3-yl)(methyl)carbamic acid tert-butyl ester C(C)(C)(C)OC(N(C)C1CN(CCC1)C1=NC(=C(C(=C1C#N)C1CC1)C#N)Cl)=O